N-[2-[2-(trifluoromethyl)pyrimidin-5-yl]ethyl]propan-1-amine FC(C1=NC=C(C=N1)CCNCCC)(F)F